C(C)(C)OC(=O)N1CCN(CC1)CC#CCOC1=C(C(=CC(=C1)C(N)=O)[N+](=O)[O-])Cl 4-(4-(5-carbamoyl-2-chloro-3-nitrophenoxy)but-2-yn-1-yl)piperazine-1-carboxylic acid isopropyl ester